CS(=O)(=O)NC1C(N(CCC1)C(=O)OC(C)(C)C)CC=1C=C(C=CC1)C1=C(C=CC=C1)OS(=O)(=O)C(F)(F)F tert-butyl 3-(methylsulfonamido)-2-((2'-(((trifluoromethyl)-sulfonyl)oxy)-[1,1'-biphenyl]-3-yl)methyl)piperidine-1-carboxylate